C(=S)(N1C(C=CC=C1)=O)N1C(C=CC=C1)=O 1,1'-thiocarbonyldi-2(1H)-pyridone